BrC1=C(C=O)C(=CN=C1)N1C(C=2N(C=3CCCCC3C2)CC1)=O 3-bromo-5-(1-oxo-3,4,6,7,8,9-hexahydropyrazino[1,2-a]indol-2(1H)-yl)isonicotinaldehyde